CN(C)\C=C(/C(=O)OCC)\C(C(OCC)OCC)=O ethyl (Z)-2-((dimethylamino)methylene)-4,4-diethoxy-3-oxobutanoate